2-[(diphenylmethyl)amino]-5-methoxy-3-methyl-6-(1-methyl-1H-1,3-benzodiazol-2-yl)-3,4-dihydropyrimidin-4-one C1(=CC=CC=C1)C(C1=CC=CC=C1)NC1=NC(=C(C(N1C)=O)OC)C1=NC2=C(N1C)C=CC=C2